imidazole-4,5-dicarboxamide N1C=NC(=C1C(=O)N)C(=O)N